FC1=CC=C(CS)C=C1 4-fluorobenzyl mercaptan